Methyl (2R,4R)-4-hydroxy-1-(9-phenylfluoren-9-yl)pyrrolidine-2-carboxylate O[C@@H]1C[C@@H](N(C1)C1(C2=CC=CC=C2C=2C=CC=CC12)C1=CC=CC=C1)C(=O)OC